ClC1=CC=C(C=C1)C1=C(CCC(C1)(C)C)CN1CC2C(C1)CN(C2)C(=O)C=2C=C1CN(C(C1=CC2F)=O)C2C(NC(CC2)=O)=O 3-(5-(5-((4'-chloro-5,5-dimethyl-3,4,5,6-tetrahydro-[1,1'-biphenyl]-2-yl)methyl)Octahydropyrrolo[3,4-c]pyrrole-2-carbonyl)-6-fluoro-1-oxoisoindolin-2-yl)piperidine-2,6-dione